tert-butyl (3S,5S)-3-{[8-carbamoyl-6-(5-cyanoquinolin-6-yl)pyrido[3,2-d]pyrimidin-4-yl]amino}-5-fluoropiperidine-1-carboxylate C(N)(=O)C1=CC(=NC2=C1N=CN=C2N[C@@H]2CN(C[C@H](C2)F)C(=O)OC(C)(C)C)C=2C(=C1C=CC=NC1=CC2)C#N